(E)-3-(7-(4-chlorobenzoyl)-5-hydroxy-5-phenyl-2,3-dihydro-1H-pyrrolo[1,2-a]imidazol-6(5H)-ylidene)chroman-2,4-dione ClC1=CC=C(C(=O)C=2/C(/C(N3C2NCC3)(C3=CC=CC=C3)O)=C/3\C(OC2=CC=CC=C2C3=O)=O)C=C1